ClC1=CC=C2C(=CNC2=C1CC#N)S(=O)(=O)Cl 6-chloro-7-(cyanomethyl)-1H-indole-3-sulfonyl chloride